BrC1=CC=C(C=C1)N1C(=NC=2C1=NC(=CC2)C2=CC=CC=C2)C=2C(=NC=CC2)N 3-[3-(4-bromophenyl)-5-phenylimidazo[4,5-b]pyridin-2-yl]pyridin-2-amine